CN1N=CC(=C1)N1N=CC(=C1C(F)(F)F)C(=O)O 1'-methyl-5-(trifluoromethyl)-1'H-[1,4'-bipyrazole]-4-carboxylic acid